C(C1=CC=CC=C1)NC1=NC(=NC2=CC(=CC=C12)C1O[C@@H]([C@H]([C@H]1O)O)CO)Cl (3R,4S,5R)-2-[4-(benzylamino)-2-chloroquinazolin-7-yl]-5-(hydroxymethyl)oxolane-3,4-diol